9-ethyl-6-(2-methyl-4-tetrahydrofuryl-benzoyl)-9H-carbazole C(C)N1C2=CC=C(C=C2C=2C=CC=CC12)C(C1=C(C=C(C=C1)C1OCCC1)C)=O